4-[3,4-Dicarboxy-2-[6-[4-[(E)-3-oxo-3-phenylprop-1-enyl]phenoxy]hexoxy]phenyl]-3-[6-[4-[(E)-3-oxo-3-phenylprop-1-enyl]phenoxy]hexoxy]phthalic acid C(=O)(O)C=1C(=C(C=CC1C(=O)O)C=1C(=C(C(C(=O)O)=CC1)C(=O)O)OCCCCCCOC1=CC=C(C=C1)\C=C\C(C1=CC=CC=C1)=O)OCCCCCCOC1=CC=C(C=C1)\C=C\C(C1=CC=CC=C1)=O